N-(1-(4-(3-chloro-4-(2-chloro-3-(6-methoxy-5-((6-oxo-2,5-diazaspiro[3.4]octan-2-yl)methyl)pyridin-2-yl)phenyl)pyridin-2-yl)-2-methoxybenzyl)piperidin-4-yl)acetamide ClC=1C(=NC=CC1C1=C(C(=CC=C1)C1=NC(=C(C=C1)CN1CC2(C1)NC(CC2)=O)OC)Cl)C2=CC(=C(CN1CCC(CC1)NC(C)=O)C=C2)OC